3-[(Z)-hex-3-enoyloxy]propionitrile C(C\C=C/CC)(=O)OCCC#N